Tri(3,3-dimethyl-2-butyl)citrat CC(C(C)C(C(C(C(=O)[O-])(C(C)C(C)(C)C)C(C)C(C)(C)C)(O)C(=O)[O-])C(=O)[O-])(C)C